C(C=C)OC1=C(C=CC(=C1)F)NC1=C(C(=O)OC)C=CC(=C1)C(F)(F)F Methyl 2-((2-(allyloxy)-4-fluorophenyl)amino)-4-(trifluoromethyl)benzoate